ClC1=CC(=C(C=C1)[C@@]1(OC2=C(C1)C=CC=C2C2CCN(CC2)C(=O)OC(C)(C)C)C)F |r| racemic-tert-butyl 4-(2-(4-chloro-2-fluorophenyl)-2-methyl-2,3-dihydrobenzofuran-7-yl)piperidine-1-carboxylate